O=C1N(C(C2=CC=CC=C12)=O)NS(=O)(=O)C N-(1,3-dioxoisoindolin-2-yl)methanesulfonamide